p-xyleneideal C1([CH-]C=C(C=C1)C)(C)C=O